C(C)(C)(C)N(C(O)=O)CCCCCCC(=O)NC=1SC2=C(N1)C=C(C=C2)OC.N2=CC(=CC=C2)C2=CC=C(C=C2)NC(CC2=CC=CC=C2)=O N-[4-(3-pyridinyl)phenyl]benzeneacetamide Tert-butyl(7-((5-methoxybenzo[d]thiazol-2-yl)amino)-7-oxoheptyl)carbamate